C1(CCCCC1)C1=CC=C(C=C1)C(C(=O)O)(CC=O)NCCCCCCCCCC (4-Cyclohexylphenyl)-2-(decylamino)-4-oxobutanoic acid